(1R,3S)-3-(3-{[(4-fluoro-phenyl)acetyl]amino}-1H-pyrazol-5-yl)cyclopentyl (2,2-difluoroethyl)-carbamate FC(CNC(O[C@H]1C[C@H](CC1)C1=CC(=NN1)NC(CC1=CC=C(C=C1)F)=O)=O)F